N-(3-cyanooxacyclobutan-3-yl)-2-methylpropan-2-sulfenamide C(#N)C1(COC1)NSC(C)(C)C